4-fluoro-N-{phenyl-[4-(prop-2-yl)phenyl]methyl}-1-[2-(pyridin-3-yl)acetyl]pyrrolidine-2-carboxamide FC1CC(N(C1)C(CC=1C=NC=CC1)=O)C(=O)NC(C1=CC=C(C=C1)C(C)C)C1=CC=CC=C1